Cl.ClC1=NC2=C(C=CC=C2C(=N1)NC1CCNCC1)C 2-chloro-8-methyl-N-(piperidin-4-yl)quinazolin-4-amine hydrochloride